BrC1=CC=C(C=C1)C1=NC2=C(N1C1=CC=CC=C1)C=CC=C2 2-(4-bromophenyl)1-phenyl-1H-benzo[d]imidazole